C(C1=CC=CC=C1)N1CCC(CC1)CCNC(=O)N1[C@@H](CN(CC1)C1=NC=C(C=C1)F)C (2R)-N-[2-(1-benzylpiperidin-4-yl)ethyl]-4-(5-fluoropyridin-2-yl)-2-methylpiperazine-1-carboxamide